6-Ethyl-4-hydroxy-2-oxo-1-phenyl-1,2,5,6-tetrahydropyridine-3-carbonitrile C(C)C1CC(=C(C(N1C1=CC=CC=C1)=O)C#N)O